N-(1-((5-fluoropyridin-2-yl)oxy)-2-methylpropan-2-yl)-1-methyl-1H-pyrrolo[2,3-b]pyridine-5-carboxamide FC=1C=CC(=NC1)OCC(C)(C)NC(=O)C=1C=C2C(=NC1)N(C=C2)C